N6-(piperidin-3-yl)pyridine-2,6-diamine N1CC(CCC1)NC1=CC=CC(=N1)N